C(=O)O.FC1=C(C=C(C(=C1)C=1C(=NNC1)F)F)C1=CC2=C(N=N1)N=C(S2)N(C2CCNCC2)C 3-[2,5-difluoro-4-(3-fluoro-1H-pyrazol-4-yl)phenyl]-N-methyl-N-(piperidin-4-yl)[1,3]thiazolo[4,5-c]pyridazin-6-amine formate